(S)-2-(benzylamino)-3,3-difluoro-4-methylpentanoic acid C(C1=CC=CC=C1)N[C@@H](C(=O)O)C(C(C)C)(F)F